OCC(C)C1(NC=CC=C1)C1(NC=C2C(=N1)NNC2=O)SC 6-(2-(hydroxy-prop-2-yl)pyridin-2-yl)-6-(methylthio)-1,2-dihydro-3H-pyrazolo[3,4-d]pyrimidin-3-one